FC(C=1C=CC2=C(CC(O2)C2=CC(=NC=C2)C#N)C1)(F)F 4-[5-(trifluoromethyl)-2,3-dihydro-1-benzofuran-2-yl]-2-pyridinecarbonitrile